C(#N)C=1C(=C(C=2C(=C3N(C2C1F)CCCN3)C(C3=CC=C(C=C3)C)=O)F)F 7-cyano-10-(4-methylbenzoyl)-6,8,9-trifluoro-1,2,3,4-tetrahydropyrimidino[1,2-a]indole